C(C1=CC=CC=C1)OC=1C=CC=C2C=CC(NC12)=O 8-benzyloxyquinolone